(3S)-1-[(2R)-2-[[2-chloro-4-(o-tolyl)-7-quinolyl]oxy]propanoyl]piperidine-3-carboxamide ClC1=NC2=CC(=CC=C2C(=C1)C1=C(C=CC=C1)C)O[C@@H](C(=O)N1C[C@H](CCC1)C(=O)N)C